The molecule is an N-acyl-4-hydroxy-15-methylhexadecasphinganine-1-phosphocholine in which the acyl group has 21 carbons and 0 double bonds and is 2-hydroxylated. It derives from a 15-methylhexadecaphytosphingosine. CCCCCCCCCCCCCCCCCCCC(C(=O)N[C@@H](COP(=O)([O-])OCC[N+](C)(C)C)[C@@H]([C@@H](CCCCCCCCCCC(C)C)O)O)O